8-chloro-3-(5-(difluoromethyl)-1,3,4-thiadiazol-2-yl)-1-fluoro-N-(1-methylcyclopropyl)imidazo[1,5-a]pyridine-6-sulfonamide ClC=1C=2N(C=C(C1)S(=O)(=O)NC1(CC1)C)C(=NC2F)C=2SC(=NN2)C(F)F